COC=1C=CC2=C(N(C(=N2)SC)CCCC(=O)N)C1 [2-(6-methoxy-2-methylsulfanylbenzoimidazol-1-yl)ethyl]acetamide